7-methylimidazo[1,2-a]pyridine-2-carbohydrazide CC1=CC=2N(C=C1)C=C(N2)C(=O)NN